[Cl-].C(CC)[In+]CCC dipropyl-indium chloride